ClC=1N=CN(C(C1)=O)C[C@]1(CCN(CC12CCCC2)C(=O)OC(C)(C)C)O tert-butyl (R)-10-((4-chloro-6-oxopyrimidin-1(6H)-yl)methyl)-10-hydroxy-7-azaspiro[4.5]decane-7-carboxylate